N1=CC(=CC=C1)NC(CCCCCCCC)=O N-pyridin-3-ylnonanamide